NC=1C=C(C=CC1F)C(CCC1CC1)(C1=CC(=CC=C1)C#N)CC(C)(S(=O)N)C (1-(3-amino-4-fluorophenyl)-1-(3-cyanophenyl)-3-cyclopropylpropyl)-2-methylpropane-2-sulfinamide